CC1=C2N(C(C=C1)=O)C1(CCN(CC1)C(=O)[O-])NC2=O 8-methyl-1,5-dioxo-1,5-dihydro-2H-spiro[imidazo[1,5-a]pyridine-3,4'-piperidine]-1'-carboxylate